2-(2,4-difluorophenyl)-5-[1-(phenylsulfonyl)-1H-pyrrolo[2,3-b]pyridin-4-yl]-1-{[2-(trimethylsilyl)ethoxy]methyl}-1H-pyrrole-3-carboxylic acid FC1=C(C=CC(=C1)F)C=1N(C(=CC1C(=O)O)C1=C2C(=NC=C1)N(C=C2)S(=O)(=O)C2=CC=CC=C2)COCC[Si](C)(C)C